C(C1=CC=CC=C1)OC(=O)NC12CC(C1)(C2)C2CNC2 3-[3-(benzyloxycarbonylamino)-1-bicyclo[1.1.1]pentanyl]azetidine